CC1=C(C2=C(N=CN=C2NC2(CC2)C)O1)C(=O)NCC1=NN(C=C1)C 6-methyl-N-[(1-methyl-1H-pyrazol-3-yl)methyl]-4-[(1-methylcyclopropyl)amino]furo[2,3-d]pyrimidine-5-carboxamide